(((R)-(((2R,3S,4R,5R)-5-(5-Chloro-7-((2-chlorobenzyl)amino)-3H-[1,2,3]triazolo[4,5-d]pyrimidin-3-yl)-3,4-dihydroxytetrahydrofuran-2-yl)methoxy)(methoxy)phosphoryl)methyl)phosphonic acid ClC=1N=C(C2=C(N1)N(N=N2)[C@H]2[C@@H]([C@@H]([C@H](O2)CO[P@](=O)(OC)CP(O)(O)=O)O)O)NCC2=C(C=CC=C2)Cl